6-N-[(1-amino-3,3-difluorocyclobutyl)methyl]-1-methyl-4-N-[4-(trifluoromethyl)phenyl]pyrazolo[3,4-d]pyrimidine-4,6-diamine NC1(CC(C1)(F)F)CNC1=NC(=C2C(=N1)N(N=C2)C)NC2=CC=C(C=C2)C(F)(F)F